C(C)O[C@H]1CC[C@@H](N2C(C=3N([C@@H]1C2)C=C(C(C3O)=O)C(=O)NCC3=C(C=C(C=C3F)F)F)=O)C (3S,6S,7R)-6-ethoxy-12-hydroxy-3-methyl-1,11-dioxo-N-(2,4,6-trifluorobenzyl)-1,4,5,6,7,11-hexahydro-3H-2,7-methanopyrido[1,2-a][1,4]diazonine-10-carboxamide